C(C)OC(=O)C=1N=NN(C1C1=CC=2NC3=CC=CC=C3C2C=C1)COCC[Si](C)(C)C 5-(9H-carbazol-2-yl)-1-((2-(trimethylsilyl)ethoxy)methyl)-1H-1,2,3-triazole-4-carboxylic acid ethyl ester